C(C)S(=O)(=O)N=C1[C@H](C=C(NC=2C(=NC(=C(N2)C)C2=CC=CC=3N(C=NC32)C)C(=O)N)C=C1C)C |o1:7| rel-(S)-3-[4-(ethylsulfonylimino)-3,5-dimethyl-anilino]-5-methyl-6-(1-methylbenzimidazole-4-yl)pyrazine-2-carboxamide